3-(carboxy(cyclohexyl)methyl)benzene-1-ylium C(=O)(O)C(C=1C=[C+]C=CC1)C1CCCCC1